3-benzyl-2,5-dimethyl-aniline C(C1=CC=CC=C1)C=1C(=C(N)C=C(C1)C)C